C12(OCC3=CC(=CC=C13)O)COCC2 4,5-dihydro-2H,3'H-spiro[furan-3,1'-isobenzofuran]-5'-ol